Ethyl 1-benzyl-4-oxo-piperidine-3-carboxylate C(C1=CC=CC=C1)N1CC(C(CC1)=O)C(=O)OCC